NC1=C(C(=NN1C1COCCC1)C1=CC=C(C=C1)CNC(C1=C(C=CC=C1)OC)=O)C#N N-[[4-(5-amino-4-cyano-1-tetrahydropyran-3-yl-pyrazol-3-yl)phenyl]methyl]-2-methoxy-benzamide